N-(4,4-dimethylcyclohexyl)pivalamide CC1(CCC(CC1)NC(C(C)(C)C)=O)C